4-{[(2-aminopyridin-4-yl)methyl]amino}-5-(2,2-difluoroethyl)-1-methyl-2-oxo-N-phenyl-1,2,5,6-tetrahydropyridine-3-carbothioamide NC1=NC=CC(=C1)CNC1=C(C(N(CC1CC(F)F)C)=O)C(NC1=CC=CC=C1)=S